O(C1=CC=CC=C1)C1=NC=NC=C1 4-phenoxypyrimidine